heneicosanyl myristoleate C(CCCCCCC\C=C/CCCC)(=O)OCCCCCCCCCCCCCCCCCCCCC